C(#N)C1=C(C=C(C=C1)N1C(N(C(C1=O)(C)C)C1=CC(=C(C(=O)OC2CCOCC2)C=C1)F)=S)C(F)(F)F tetrahydropyran-4-yl 4-(3-(4-cyano-3-(trifluoromethyl) phenyl)-5,5-dimethyl-4-oxo-2-thioxoimidazolidin-1-yl)-2-fluorobenzoate